1-(1-(2-(2-butoxyethoxy)ethoxy)prop-1-en-2-yl)-3-(1-isobutoxyprop-1-en-2-yl)benzene C(CCC)OCCOCCOC=C(C)C1=CC(=CC=C1)C(=COCC(C)C)C